N-(2-(4-((S)-4-cyclopropyl-3-methylpiperazine-1-yl)piperidine-1-yl)-5-((6-((S)-3-(3-(dimethyl-amino)benzyl)isoxazolidine-2-yl)pyrimidine-4-yl)amino)-4-methoxy-phenyl)acrylamide C1(CC1)N1[C@H](CN(CC1)C1CCN(CC1)C1=C(C=C(C(=C1)OC)NC1=NC=NC(=C1)N1OCC[C@@H]1CC1=CC(=CC=C1)N(C)C)NC(C=C)=O)C